BrC=1C=C(C2=C(N(C(=N2)[C@@H]2CC(CC2)(F)F)C(C)C)C1)F (S)-6-bromo-2-(3,3-difluorocyclopentyl)-4-fluoro-1-isopropyl-1H-benzo[d]imidazole